C[C@H](CC)CC[C@H](CC(C)C)C (E)-(3R,3aS,6R,7R,8aS)-3,6,8,8-tetramethyloctane